NC1=NC(=CC(=N1)C=1C(=C(C#N)C=CC1)C)C1=CC(N(C=C1)CCC1=CC=CC=C1)=O 3-(2-amino-6-(2-oxo-1-phenethyl-1,2-dihydropyridin-4-yl)pyrimidin-4-yl)-2-methylbenzonitrile